FC=1C=C(C=C(C1)OC)C=1C=CC=NC1 5-(3-fluoro-5-methoxyphenyl)pyridin